Cl.NC=1C2=C(N=CN1)N(C=C2C=2NC1=CC=CC=C1C2)C2CN(C2)CC=C 1-(3-(4-amino-5-(1H-indol-2-yl)-7H-pyrrolo[2,3-d]pyrimidin-7-yl)azetidin-1-yl)propan-2-ene hydrochloride